CC1=NC(=CC=C1)OC1CCNCC1 2-methyl-6-(piperidin-4-yloxy)pyridine